oct-7-yn-1-yl 8-((6-((4,4-bis(octyloxy)butanoyl)oxy)hexyl)(2-hydroxyethyl)amino)octanoate C(CCCCCCC)OC(CCC(=O)OCCCCCCN(CCCCCCCC(=O)OCCCCCCC#C)CCO)OCCCCCCCC